N1C(=NC2=C1C=CC=C2)CC(C)(C)NC(=O)C2=CC=C(C=C2)C2=NC1=C(N2)C=CC=C1C(=O)N 2-(4-((1-(1H-benzo[d]imidazol-2-yl)-2-methylpropan-2-yl)carbamoyl)phenyl)-1H-benzo[d]imidazole-4-carboxamide